C(C)(C)(C)OC(=O)N1C[C@@H](CC1)OC=1C=NC(=CC1)C#C[Si](C)(C)C (R)-3-((6-((trimethylsilyl)ethynyl)pyridin-3-yl)oxy)pyrrolidine-1-carboxylic acid tert-butyl ester